(2-methyl-2,3-dibromopropyl) ether CC(COCC(CBr)(C)Br)(CBr)Br